2-(4-(4-((6-aminopyridin-2-yl)(tert-butoxycarbonyl)amino)butyl)piperidin-1-yl)-4-iodobenzoic acid NC1=CC=CC(=N1)N(CCCCC1CCN(CC1)C1=C(C(=O)O)C=CC(=C1)I)C(=O)OC(C)(C)C